C1CCCC12CNCCC2 7-aza-spiro[4.5]decane